N1(N=CC2=NC=CC=C21)C(=O)[O-] 1H-pyrazolo[4,3-b]pyridine-1-carboxylate